(S)-N-(2-chloro-3-((5-chloro-3-methyl-4-oxo-3,4-dihydroquinazolin-6-yl)amino)-4-fluorophenyl)-3-fluoropyrrolidine-1-sulfonamide ClC1=C(C=CC(=C1NC=1C(=C2C(N(C=NC2=CC1)C)=O)Cl)F)NS(=O)(=O)N1C[C@H](CC1)F